tert-butyl (S)-3-(pyrrolidin-2-ylmethoxy)propanoate TFA salt OC(=O)C(F)(F)F.N1[C@@H](CCC1)COCCC(=O)OC(C)(C)C